3-[3-[3-nitro-4-(trifluoromethyl)anilino]pyrazin-2-yl]-4H-1,2,4-oxadiazol-5-one [N+](=O)([O-])C=1C=C(NC=2C(=NC=CN2)C2=NOC(N2)=O)C=CC1C(F)(F)F